1,3-dithiolan-5-yl-sulfamic acid sodium salt [Na+].S1CSCC1NS([O-])(=O)=O